C(C)(=O)[O-].C(CCCCCCCCCC)[N+]1=CC(=CC=C1)CCCC 1-Undecyl-3-butylpyridinium acetat